ClC1=C(C=C2C(=N1)C=C(N2COCC[Si](C)(C)C)CN2C(C1=CC(=CC(=C1C21C(N(CC1)C)=O)OC)F)=O)F 2-((5-chloro-6-fluoro-1-((2-(trimethylsilyl)ethoxy)methyl)-1H-pyrrolo[3,2-b]pyridin-2-yl)methyl)-5-fluoro-7-methoxy-1'-methylspiro[isoindoline-1,3'-pyrrolidine]-2',3-dione